N-(1-(tert-butyl)-1H-pyrazol-4-yl)-2-(2-fluoro-4-((6-((methylsulfonyl)methyl)quinolin-4-yl)oxy)phenyl)acetamide C(C)(C)(C)N1N=CC(=C1)NC(CC1=C(C=C(C=C1)OC1=CC=NC2=CC=C(C=C12)CS(=O)(=O)C)F)=O